ClC1=CC=C(C=N1)[C@@H](CCN1CCC(CC1)O)NC(OC(C)(C)C)=O tert-butyl (R)-(1-(6-chloropyridin-3-yl)-3-(4-hydroxypiperidin-1-yl)propyl)carbamate